FC1=CC=C2C(N3C(C2=C1)=CN=C3)C3C(CC3)O 2-(8-Fluoro-5H-imidazo[5,1-a]isoindol-5-yl)cyclobutan-1-ol